(S)-N-((1R,3R,5R)-3-(8-cyanoquinoxalin-5-yl)-5-methylcyclohexyl)-2-hydroxy-3-methylbutanamide C(#N)C=1C=CC(=C2N=CC=NC12)[C@H]1C[C@@H](C[C@@H](C1)C)NC([C@H](C(C)C)O)=O